5-(4-fluorophenyl)-9-hydroxy-1'-imino-4,4-dimethyl-2',3',4,5,5',6'-hexahydro-1'H,3H-1'λ6-spiro[pyrano[4,3-b]indole-1,4'-thiopyran]-1'-oxide FC1=CC=C(C=C1)N1C2=C(C=3C(=CC=CC13)O)C1(CCS(CC1)(=N)=O)OCC2(C)C